8-(4-chloro-2-fluorophenyl)-2,3-dimethyl-6-((2R,4R)-2-(1-methyl-1H-pyrazol-4-yl)tetrahydro-2H-pyran-4-yl)pyrido[2,3-b]pyrazine ClC1=CC(=C(C=C1)C1=CC(=NC2=NC(=C(N=C21)C)C)[C@H]2C[C@@H](OCC2)C=2C=NN(C2)C)F